C(#N)C=1C(=C(C(=NC1C)C(=O)NC=1C=C2C(=NNC2=CC1)C=1C=NOC1)C)C 5-Cyano-N-(3-(isoxazol-4-yl)-1H-indazol-5-yl)-3,4,6-trimethylpicolinamide